S(=O)(=O)(O)C(C(O)O)C(CC)(C)C 2-sulfo-3,3-dimethyl-pentanediol